N1C=NC(=C1)C1=CN=C2C(N(C(=NN21)C=2C=NN(C2)CCNC(C(C)(C)C)=O)C(C)C)=O N-(2-(4-(7-(1H-imidazol-4-yl)-3-isopropyl-4-oxo-3,4-dihydroimidazo[2,1-f][1,2,4]triazin-2-yl)-1H-pyrazol-1-yl)ethyl)pivalamide